C(C)(=O)N[C@H]1[C@@H](O[C@@H]([C@H]([C@@H]1O)O)CO)NC(C[C@H](N)C(=O)O)=O N(4)-(N-acetyl-beta-D-glucosaminyl)asparagine